(3S)-1'-(5-chloropyrazin-2-yl)-1,3-dihydrospiro[indene-2,4'-piperidine]-3-amine ClC=1N=CC(=NC1)N1CCC2(CC1)CC1=CC=CC=C1[C@H]2N